4-chloro-N-(1,1-dimethylsilacyclooctane-5-yl)-6-methyl-1H-pyrrolo[2,3-b]pyridine-2-carboxamide ClC1=C2C(=NC(=C1)C)NC(=C2)C(=O)NC2CCC[Si](CCC2)(C)C